3-(tert-Butoxycarbonylamino)-3-methyl-butyric acid methyl ester COC(CC(C)(C)NC(=O)OC(C)(C)C)=O